FC1=CC(=CC=2N(C(=NC21)C)C2CCN(CC2)C)C2=CNC1=NC(=CC=C12)OCC 4-fluoro-6-(6-ethoxy-1H-pyrrolo[2,3-b]pyridin-3-yl)-2-methyl-1-(1-methylpiperidin-4-yl)-1H-benzo[d]imidazole